3,7-dimethyl-3-phenyl-2-phenyl-octanol CC(C(CO)C1=CC=CC=C1)(CCCC(C)C)C1=CC=CC=C1